2-[5-fluoro-2-(methoxymethoxy)-phenyl]-2-[6-[4-(1-methyl-4-piperidinyl)-phenyl]-4-oxo-quinazolin-3-yl]acetic acid FC=1C=CC(=C(C1)C(C(=O)O)N1C=NC2=CC=C(C=C2C1=O)C1=CC=C(C=C1)C1CCN(CC1)C)OCOC